ClC1=CC=C(C=C1)[C@H](C(=O)N1CCC2=CC(=C(C=C12)C(F)(F)F)OC)NC=1C=C(OCC2CC(C2)C(=O)O)C=C(C1)OC (1r,3r)-3-((3-((1-(4-chlorophenyl)-2-(5-methoxy-6-(trifluoromethyl)indolin-1-yl)-2-oxoethyl)amino)-5-methoxyphenoxy)methyl)-cyclobutanecarboxylic acid